1-(1-benzhydrylazetidin-3-yl)-2-chloro-ethanone C(C1=CC=CC=C1)(C1=CC=CC=C1)N1CC(C1)C(CCl)=O